3-methyl-4-(trifluoromethyl)benzoic acid CC=1C=C(C(=O)O)C=CC1C(F)(F)F